(2-(2-chloro-4-fluorophenyl)acetyl)-L-proline methyl ester COC([C@H]1N(CCC1)C(CC1=C(C=C(C=C1)F)Cl)=O)=O